(S)-(1-aza-bicyclo[2.2.2]oct-3-yl)-carbamic acid (S)-1-phenyl-ethyl ester C1(=CC=CC=C1)[C@H](C)OC(N[C@@H]1CN2CCC1CC2)=O